C(CCCC\C=C/C\C=C/C\C=C/CCCCC)(=O)N[C@@H](CC(C)C)C(=O)O γ-linolenoyl-leucine